BrC=1C=C(C2=CN(N=C2C1C)C(C(=O)NC=1SC=CN1)C1=C2N(C=N1)CCC2)C(F)(F)F 2-[6-bromo-7-methyl-4-(trifluoromethyl)indazol-2-yl]-2-(6,7-dihydro-5H-pyrrolo[1,2-c]imidazol-1-yl)-N-thiazol-2-yl-acetamide